Methyl 5-chloro-2-isocyanatobenzoate ClC=1C=CC(=C(C(=O)OC)C1)N=C=O